4-(2-(4-Fluorophenyl)-1H-pyrrolo[2,3-b]pyridin-5-yl)-N-(3,3,3-trifluoro-2-hydroxy-propyl)thiazole-2-carboxamide FC1=CC=C(C=C1)C1=CC=2C(=NC=C(C2)C=2N=C(SC2)C(=O)NCC(C(F)(F)F)O)N1